tert-butyl (exo)-3-[(6-{4-[1-(oxan-2-yl)pyrazol-4-yl]-1,3-benzothiazol-7-yl}pyridazin-3-yl)sulfanyl]-8-azabicyclo[3.2.1]octane-8-carboxylate O1C(CCCC1)N1N=CC(=C1)C1=CC=C(C2=C1N=CS2)C2=CC=C(N=N2)SC2CC1CCC(C2)N1C(=O)OC(C)(C)C